N1-(1H-benzoimidazol-2-ylmethyl)-N1-(5,6,7,8-tetrahydro-quinolin-8-yl)-butane-1,4-diamine N1C(=NC2=C1C=CC=C2)CN(CCCCN)C2CCCC=1C=CC=NC21